O1N=[C-]CC1 isoxazolineIde